8-(2,4-Dichlorophenyl)-9-(4-(1-(1-(3-fluoropropyl)azetidin-3-yl)cyclopropyl)phenyl)-6,7-dihydro-5H-benzo[7]annulen ClC1=C(C=CC(=C1)Cl)C=1CCCC2=C(C1C1=CC=C(C=C1)C1(CC1)C1CN(C1)CCCF)C=CC=C2